2-diethylamino-1,3-dimethyl-imidazolinium C(C)N(C1[NH+](CCN1C)C)CC